7-bromo-4H-pyrido[3,2-b][1,4]oxazin-3-one BrC1=CC=2OCC(NC2N=C1)=O